dihydroxymethyl-propionamide tert-butyl-4-(4-morpholino-2-(3-phenyl-1H-pyrazol-1-yl)pyrido[3,2-d]pyrimidin-7-yl)piperidine-1-carboxylate C(C)(C)(C)OC(=O)N1CCC(CC1)C1=CC=2N=C(N=C(C2N=C1)N1CCOCC1)N1N=C(C=C1)C1=CC=CC=C1.OC(O)C(C(=O)N)C